7-(4-((2S,5S)-2-(6-aminopyridin-3-yl)-5-methylmorpholino)butoxy)-3,4-dihydroquinolin-2(1H)-one NC1=CC=C(C=N1)[C@@H]1OC[C@@H](N(C1)CCCCOC1=CC=C2CCC(NC2=C1)=O)C